CN1S(C2=C(OCC1)C=CC(=C2)C=2C(=NC=CC2)SC2=CC=C(C=C2)C(F)(F)F)(=O)=O 2-Methyl-8-(2-((4-(trifluoromethyl)phenyl)thio)pyridin-3-yl)-3,4-dihydro-2H-benzo[b][1,4,5]oxathiazepine 1,1-dioxide